COC(C1=CC=C(C=C1)N1CCC2(CC(C2)N2C(CN(CC2)C)C2=C(C=CC=C2)C(C)C)CC1)=O 4-(2-(2-(2-isopropylphenyl)-4-methylpiperazin-1-yl)-7-azaspiro[3.5]Nonan-7-yl)benzoic acid methyl ester